bis(tert-butylperoxy)cyclohexane C(C)(C)(C)OOC1(CCCCC1)OOC(C)(C)C